N=1C(N=C(C1)C1=NC2=CC=CC=C2C=C1)=O IMIDAZOLONYLQUINOLINE